O1C(COCC1)CNC 1-(1,4-dioxan-2-yl)-N-methylmethylamine